COC1=C(C(=CC(=C1)CCCCC)OC)O 2,6-dimethoxy-4-pentylphenol